tributyl-(1-ethoxyvinyl)-stannane C(CCC)[Sn](C(=C)OCC)(CCCC)CCCC